O1C(OCC1)C1=C(C=CC=C1OCC1=CC=C(C=C1)OC)N1N=CC(=C1)CC(=O)O {1-[2-(1,3-dioxolan-2-yl)-3-[(4-methoxyphenyl)methoxy]phenyl]pyrazol-4-yl}acetic acid